CC1N(CCNC1)C1COC1 2-methyl-1-(oxetan-3-yl)piperazine